(2R,3R,4R)-2-(hydroxymethyl)-1-(2-methoxyethyl)piperidine-3,4-diol OC[C@H]1N(CC[C@H]([C@@H]1O)O)CCOC